N1=CN=CC2=C1OC=C2 furo[2,3-d]pyrimidine